BrC1=NN(C=C1CC=1N=C2SC(=CN2C1)C1CC1)C 6-((3-bromo-1-methyl-1H-pyrazol-4-yl)methyl)-2-cyclopropylimidazo[2,1-b]thiazole